(2S,6R)-4-(6-chloropyrazin-2-yl)-2,6-dimethyl-morpholine ClC1=CN=CC(=N1)N1C[C@@H](O[C@@H](C1)C)C